ClC=1C(=C(C=CC1)C1=CC(=C(C=C1)NS(=O)(=O)C)C(=O)O)C=1C=CC2=C(CCO2)C1 3'-chloro-2'-(2,3-dihydrobenzofuran-5-yl)-4-(methylsulfonylamino)-[1,1'-biphenyl]-3-carboxylic acid